C(C1=CC=CC=C1)OC1=C2C(=CNC2=CC=C1)C1CN(CC1)CCCC1=NOC=N1 4-(benzyloxy)-3-(1-(3-(1,2,4-oxadiazol-3-yl)propyl)pyrrolidin-3-yl)-1H-indole